FC=1C(=C(CC=2N=C(SC2)C(=O)N)C=CC1)CO (3-fluoro-2-(hydroxymethyl)benzyl)thiazole-2-carboxamide